1-(3-((R)-3-aminopyrrolidin-1-yl)phenyl)-N-(3-fluoro-4-(4-morpholino-7-((2-(trimethylsilyl)ethoxy)methyl)-7H-pyrrolo[2,3-d]pyrimidin-6-yl)phenyl)ethane-1-sulfonamide N[C@H]1CN(CC1)C=1C=C(C=CC1)C(C)S(=O)(=O)NC1=CC(=C(C=C1)C1=CC2=C(N=CN=C2N2CCOCC2)N1COCC[Si](C)(C)C)F